ClC1=C(C(=O)OCC)C=C(C(=N1)Cl)C#N Ethyl 2,6-dichloro-5-cyanonicotinate